ClC=1N=NC(=CC1COCCO)Cl 2-((3,6-dichloropyridazin-4-yl)methoxy)ethan-1-ol